3-(((6-(4-hydroxyphenyl)-1-(tetrahydro-2H-pyran-2-yl)-1H-pyrazolo[3,4-b]pyridin-4-yl)oxy)methyl)azetidine-1-carboxylic acid tert-butyl ester C(C)(C)(C)OC(=O)N1CC(C1)COC1=C2C(=NC(=C1)C1=CC=C(C=C1)O)N(N=C2)C2OCCCC2